FC(C(=O)O)(F)F.CC1NCC=2N(C1)C(N(C2C(=O)NCC2=C(C=CC=C2)C=2N=NC=CC2)C2=CC=C(C=C2)OCC(C(F)(F)F)(C)O)=O 6-methyl-3-oxo-N-{[2-(pyridazin-3-yl)phenyl]methyl}-2-[4-(3,3,3-trifluoro-2-hydroxy-2-methylpropoxy)phenyl]-5H,6H,7H,8H-imidazo[1,5-a]pyrazine-1-carboxamide trifluoroacetic acid salt